2-((7-(benzyloxy)quinolin-4-yl)oxy)ethane-1-ol C(C1=CC=CC=C1)OC1=CC=C2C(=CC=NC2=C1)OCCO